(R)-4-phenyl-4-(trifluoromethyl)-2-(4-(trifluoromethyl)phenyl)-4H-benzo[4,5]Imidazo[1,2-c][1,3,5]Oxadiazine C1(=CC=CC=C1)[C@@]1(OC(=NC=2N1C1=C(N2)C=CC=C1)C1=CC=C(C=C1)C(F)(F)F)C(F)(F)F